4-fluoro-3-(3-((5-bromopyrimidin-2-yl)aminopyrrolidine-1-carbonyl)benzyl)phthalazin-1(2H)-one FC1N(NC(C2=CC=CC=C12)=O)CC1=CC(=CC=C1)C(=O)N1C(CCC1)NC1=NC=C(C=N1)Br